7-bromo-1-oxo-5-(6-azaspiro[2.5]oct-6-yl)-2,3-dihydro-1H-indene-4-carboxylic acid BrC1=CC(=C(C=2CCC(C12)=O)C(=O)O)N1CCC2(CC2)CC1